4-[(3S)-3-aminopyrrolidin-1-yl]-5-(3,5-difluorophenyl)-6-methoxy-N-[4-(trifluoromethyl)cyclohexyl]pyridine-3-carboxamide N[C@@H]1CN(CC1)C1=C(C=NC(=C1C1=CC(=CC(=C1)F)F)OC)C(=O)NC1CCC(CC1)C(F)(F)F